1-aminopropyl-2-chloropropylphosphonic acid NC(CC)CC(CP(O)(O)=O)Cl